NC1=CC=C(CCN2[C@@H](O[C@H](C2=O)C)C=2C(=NN(C2)C2=CC=C(C=C2)Br)C2=NC=C(C=C2)Cl)C=C1 (2S,5S)-3-(4-aminophenethyl)-2-(1-(4-bromophenyl)-3-(5-chloropyridine-2-yl)-1H-pyrazol-4-yl)-5-methyloxazolidin-4-one